[Si](C)(C)(C(C)(C)C)OC1=CC=C(C=C1)C1=C(C(=NO1)C)CO (5-(4-((tert-butyldimethylsilyl)oxy)phenyl)-3-methylisoxazol-4-yl)methanol